N1=CC=CC2=CCCC=C12 6,7-dihydroquinolin